C1(=CC=CC=C1)S(=O)(=O)C1=CC=C(C=C1)CN1CC=CC2=CN=CC=C12 N-{[4-(benzenesulfonyl)phenyl]methyl}-1,6-naphthyridine